2-(4-(ethylsulfonyl)phenyl)-N-(6-(2-(pyridin-2-yl)propionyl)pyridin-3-yl)acetamide ethyl-2,3,4,5,6,7-hexahydro-4aH-cyclopenta[b]pyridine-4a-carboxylate C(C)OC(=O)C12C(=NCCC1)CCC2.C(C)S(=O)(=O)C2=CC=C(C=C2)CC(=O)NC=2C=NC(=CC2)C(C(C)C2=NC=CC=C2)=O